7-methoxy-3-(p-nitrobenzoyl)coumarin COC1=CC=C2C=C(C(OC2=C1)=O)C(C1=CC=C(C=C1)[N+](=O)[O-])=O